2-(hexahydropyridin-1-yl)-7-(1-hydroxyethyl)-3,6-dimethyl-3,4-dihydrothieno[3,2-d]pyrimidin-4-one N1(CCCCC1)C=1N(C(C2=C(N1)C(=C(S2)C)C(C)O)=O)C